2,4,6-trimethylbenzoyldiphenyl-phosphin oxide CC1=C(C(=O)P(C2=CC=CC=C2)(C2=CC=CC=C2)=O)C(=CC(=C1)C)C